N=1CN(C=CC1)C=NO Pyrimidine-3-carbaldehyde oxime